OCC1=C(CCCC1)CO Bis-(hydroxymethyl)-cyclohexanen